OC(=O)C(F)(F)F.FC1=CC=C(C=C1)C(C1CCNCC1)C1=CC=CC=C1 4-[(4-fluorophenyl)-phenyl-methyl]piperidine TFA salt